tert-butyl (cyanomethyl)(3,5-dichloro-4-((5-isopropyl-1-methyl-6-oxo-1,6-dihydropyridazin-3-yl)thio)phenyl)carbamate C(#N)CN(C(OC(C)(C)C)=O)C1=CC(=C(C(=C1)Cl)SC1=NN(C(C(=C1)C(C)C)=O)C)Cl